C(C)(C)(C)C1=CC=C(C)C=C1 Para-tert-butyltoluene